ClC1=C(C=CC(=C1)F)[C@H]([C@H](C)C=1N(C(C(=C(N1)C(=O)NC=1C=NOC1)O)=O)C)C=1C=NN(C1)C 2-((1R,2S)-1-(2-chloro-4-fluorophenyl)-1-(1-methyl-1H-pyrazol-4-yl)propan-2-yl)-5-hydroxy-N-(isoxazol-4-yl)-1-methyl-6-oxo-1,6-dihydropyrimidine-4-carboxamide